COCCS(=O)(=O)Cl 2-Methoxyethane-sulfonyl chloride